Cl.F\C=C(\CN)/COC1=CC=C(C=C1)C1=NN=NN1 (Z)-3-fluoro-2-[[4-(1H-tetrazol-5-yl)phenoxy]methyl]prop-2-en-1-amine hydrochloride